BrC=1C=C2N(N=CC(=C2NC2CCCC2)C(=NC2=C(C=CC=C2)Cl)N)C1 6-bromo-N'-(2-chlorophenyl)-4-(cyclopentylamino)pyrrolo[1,2-b]pyridazine-3-carboxamidine